4-[2,4-difluoro-6-(2-methoxyethoxy)phenyl]-5-methoxy-7-(1-methylindol-5-yl)thieno[2,3-c]pyridine FC1=C(C(=CC(=C1)F)OCCOC)C1=C2C(=C(N=C1OC)C=1C=C3C=CN(C3=CC1)C)SC=C2